4-(5-fluoro-4-(1-methyl-1H-pyrazol-4-yl)-2-nitrophenyl)-1,2,6-trimethylpiperazine FC=1C(=CC(=C(C1)N1CC(N(C(C1)C)C)C)[N+](=O)[O-])C=1C=NN(C1)C